ClC1=C(C(=O)O)C=CC=C1C=1N=CNC1 2-chloro-3-(1H-imidazol-4-yl)benzoic acid